trans-2,2-dimethyl-1-(5-(2-(piperidin-4-ylmethylamino)cyclopropyl)indolin-1-yl)propan-1-one manganese fluoride [F-].[Mn+2].CC(C(=O)N1CCC2=CC(=CC=C12)[C@H]1[C@@H](C1)NCC1CCNCC1)(C)C.[F-]